6-(3-chloro-5-cyanophenyl)pyrimidin ClC=1C=C(C=C(C1)C#N)C1=CC=NC=N1